2-(3'-(5-(N-ethyl-N-methylglycyl)-5,6-dihydro-4H-pyrrolo[3,4-d]oxazol-2-yl)-2,2'-dimethyl-[1,1'-biphenyl]-3-yl)-5-formylbenzo[d]oxazole-7-carbonitrile C(C)N(CC(=O)N1CC=2N=C(OC2C1)C=1C(=C(C=CC1)C1=C(C(=CC=C1)C=1OC2=C(N1)C=C(C=C2C#N)C=O)C)C)C